ClC=1C=C2C(=NC(N(C2=CC1C1=CC(=CC2=CC=CC=C12)O)C1=C(C=CC=C1)C(C)C)=O)N1CCN(CC1)C(C=C)=O 6-chloro-7-(3-hydroxy-1-naphthalenyl)-1-(2-(2-propanyl)phenyl)-4-(4-(2-propenoyl)-1-piperazinyl)-2(1H)-quinazolinone